C(C=C)(=O)[O-].[Fe+2].C(C=C)(=O)[O-] iron acrylate salt